C(CCCCCCC)OC(C(=O)O)CC.C(#N)C1=C(SC=2CN(CCC21)CC2=CC(=C(C=C2)F)F)NC(CC2=CC=C(C=C2)S(N)(=O)=O)=O N-(3-Cyano-6-(3,4-difluorobenzyl)-4,5,6,7-tetrahydrothieno[2,3-c]pyridin-2-yl)-2-(4-sulfamoylphenyl)acetamid (octyloxy)-butanoate